3-({[(3R,5R)-3-butyl-3-ethyl-7-(methoxy)-1,1-dioxo-5-phenyl-2,3,4,5-tetrahydro-1,4-benzothiazepine-8-yl]Methyl}amino)glutaric acid C(CCC)[C@@]1(CS(C2=C([C@H](N1)C1=CC=CC=C1)C=C(C(=C2)CNC(CC(=O)O)CC(=O)O)OC)(=O)=O)CC